FC1=C(C(=CC=2C3=C(CN(C12)C(C)C)CCC3)OC)OCCCN3CCCC3 6-fluoro-8-methoxy-N-(propan-2-yl)-7-[3-(pyrrolidin-1-yl)propoxy]-1H,2H,3H-cyclopenta[c]quinolin